[C@H]1([C@H](O)[C@@H](O)[C@H](O)[C@H](O1)CO)OCC(O)CO (2R)-1-O-α-D-glucosylglycerol